6-((5-cyanopyridin-2-yl)-amino)-4-((4-cyclopropyl-2-(N-methyl-methanesulfonamido)phenyl)amino)-N-ethoxynicotinamide C(#N)C=1C=CC(=NC1)NC1=NC=C(C(=O)NOCC)C(=C1)NC1=C(C=C(C=C1)C1CC1)N(S(=O)(=O)C)C